C(#N)C1(CC1)NS(=O)(=O)C1=CC=C2C3=C(N(C2=C1)C=1SC(=NN1)C(F)F)N=CN=C3N3C[C@H](N([C@H](C3)C)C(CN3CCOCC3)=O)C N-(1-Cyanocyclopropyl)-9-(5-(difluoromethyl)-1,3,4-thiadiazol-2-yl)-4-((3R,5S)-3,5-dimethyl-4-(2-morpholinoacetyl)piperazin-1-yl)-9H-pyrimido[4,5-b]indole-7-sulfonamide